O1C(=CC=C1)CN1CCN(CC1)CC1=C(OC2=C(C1=O)C(=CC(=C2)O)O)C2=CC=C(C=C2)O ((4-(furan-2-ylmethyl)piperazin-1-yl)methyl)-5,7-dihydroxy-2-(4-hydroxyphenyl)-4H-benzopyran-4-one